C1=CC=CC=2C3=CC=CC=C3C(C12)COC(=O)N[C@H](C(=O)O)CC1=CN(C2=C(C=CC=C12)Cl)C(=O)OC(C)(C)C (S)-2-((((9H-fluoren-9-yl)methoxy)carbonyl)amino)-3-(1-(tert-butoxycarbonyl)-7-chloro-1H-indol-3-yl)propanoic acid